tert-butyl 1-(2-((tert-butyldiphenylsilyl)oxy)-1-(6-chloropyridin-3-yl)ethyl)-1H-1,2,3-triazole-4-carboxylate [Si](C1=CC=CC=C1)(C1=CC=CC=C1)(C(C)(C)C)OCC(C=1C=NC(=CC1)Cl)N1N=NC(=C1)C(=O)OC(C)(C)C